C(#N)C1=CC=C(C=C1)OB(O)O 4-cyanophenyl-boric acid